FC([C@@](C(=O)N1CC2=C(C=C(C=C2CC1)C=1C=C2C(=NC1)NC=C2C)C2NCCOC2)(C)O)(F)F (2S)-3,3,3-Trifluoro-2-hydroxy-2-methyl-1-(6-(3-methyl-1H-pyrrolo[2,3-b]pyridin-5-yl)-8-(morpholin-3-yl)-3,4-dihydroisoquinolin-2(1H)-yl)propan-1-one